ClC=1C(=CC(=C(C(=O)NS(=O)(=O)N2CCC(CC2)OC2CN(CC2)C(=O)OC(C)(C)C)C1)F)OCC1CCCC1 Tert-butyl 3-((1-(N-(5-chloro-4-(cyclopentylmethoxy)-2-fluorobenzoyl)sulfamoyl)piperidin-4-yl)oxy)pyrrolidine-1-carboxylate